3-amino-4-(7-fluoro-1H-indazol-4-yl)-6-(propan-2-ylamino)-1H-1,10-phenanthrolin-2-one NC=1C(NC2=C3N=CC=CC3=C(C=C2C1C1=C2C=NNC2=C(C=C1)F)NC(C)C)=O